5-bromo-2-methylindazole BrC1=CC2=CN(N=C2C=C1)C